(1S,3R)-ethyl 3-(1-(3,4-dichlorobenzyl)-3,7-dimethyl-2,6-dioxo-2,3,6,7-tetrahydro-1H-purin-8-ylamino)cyclopentanecarboxylate ClC=1C=C(CN2C(N(C=3N=C(N(C3C2=O)C)N[C@H]2C[C@H](CC2)C(=O)OCC)C)=O)C=CC1Cl